4-(4-(tert-butyl)phenyl)-1H-pyrrolo[3,2-c]pyridine C(C)(C)(C)C1=CC=C(C=C1)C1=NC=CC2=C1C=CN2